(S)-1-(6-oxo-5-(trifluoromethyl)-1,6-dihydropyridin-3-yl)propan-2-yl (2S,5R)-2,5-dimethyl-4-(5-(trifluoromethyl)pyrimidin-2-yl)piperazine-1-carboxylate C[C@@H]1N(C[C@H](N(C1)C1=NC=C(C=N1)C(F)(F)F)C)C(=O)O[C@H](CC1=CNC(C(=C1)C(F)(F)F)=O)C